1-(9-Hydroxy-18-methoxy-18-oxo-octadecan-10-yl)-3-(4-vinylbenzyl)-1H-imidazolium 4-vinylbenzensulfonat C(=C)C1=CC=C(C=C1)S(=O)(=O)[O-].OC(CCCCCCCC)C(CCCCCCCC(=O)OC)N1C=[N+](C=C1)CC1=CC=C(C=C1)C=C